4-((3-(5-(7H-pyrrolo[2,3-d]pyrimidin-4-yl)pyridin-2-yl)-3,6-diazabicyclo[3.1.1]heptan-6-yl)methyl)-3-fluorobenzonitrile N1=CN=C(C2=C1NC=C2)C=2C=CC(=NC2)N2CC1N(C(C2)C1)CC1=C(C=C(C#N)C=C1)F